FC1(CC2(C(N(C=3C2=NC(=CC3)C)CC3=CC=C(C=C3)OC)=O)C1)F 3,3-difluoro-1'-(4-methoxybenzyl)-5'-methylspiro(cyclobutane-1,3'-pyrrolo[3,2-b]pyridine)-2'(1'H)-one